C1(CC1)C(C)C1=C(C=2CCCC2C(=C1)F)N 5-(1-cyclopropylethyl)-7-fluoro-2,3-dihydro-1H-inden-4-amine